O[C@@H]1C[C@H]2CC[C@H]3[C@@H]4CC[C@H]([C@@H](CCC)C)[C@]4([C@H](C[C@@H]3[C@]2(CC1)C)O)C 3β,12α-dihydroxy-5β-cholane